di(2-pentyl) phosphate P(=O)(OC(C)CCC)(OC(C)CCC)[O-]